C(C)(C)N(CCNC(=O)C=1C=C(C(=NC1)C)NC(=O)C=1C=NN2C1SC(=C2)C=2C=NN(C2)C)CCOC N-(5-((2-(isopropyl(2-methoxyethyl)amino)ethyl)carbamoyl)-2-methylpyridin-3-yl)-2-(1-methyl-1H-pyrazol-4-yl)pyrazolo[5,1-b]thiazole-7-carboxamide